ClC1=CC(=C(C=C1Cl)C1C(CNC1)C(=O)O)O 4-(4,5-dichloro-2-hydroxyphenyl)pyrrolidine-3-carboxylic acid